tert-Butyl (S)-methyl(pyrrolidin-2-ylmethyl)carbamate CN(C(OC(C)(C)C)=O)C[C@H]1NCCC1